6-((2S,6R)-2-(1-cyclopropyl-1H-pyrazol-4-yl)-6-methylmorpholino)-8-(2,4-difluorophenyl)-2,3-dimethylpyrido[3,2-d]pyrimidin-4(3H)-one C1(CC1)N1N=CC(=C1)[C@@H]1O[C@@H](CN(C1)C=1C=C(C=2N=C(N(C(C2N1)=O)C)C)C1=C(C=C(C=C1)F)F)C